1-{(2S,4R)-4-[(4-bromophenyl)amino]-2-methyl-3,4-dihydroquinolin-1(2H)-yl}propan-1-one BrC1=CC=C(C=C1)N[C@@H]1C[C@@H](N(C2=CC=CC=C12)C(CC)=O)C